ClC1=C2C=CN(C2=C(C=C1)F)C(C(=O)O)(C)C 2-(4-chloro-7-fluoro-1H-indol-1-yl)-2-methylpropanoic acid